CS(=O)(=O)CCC1=C(C(C(=O)N)=CC=C1)C(=O)N methylsulfonylethyl-phthalamide